ClC1=CC(=NC(=N1)C)NC=1SC(=CN1)C(=O)O ((6-chloro-2-methylpyrimidin-4-yl)amino)thiazole-5-carboxylic acid